C/C/1=C\\CC[C@@](/C=C/[C@](CCC2=C[C@@H](C1)OC2=O)(C(C)C)O)(C)OC The molecule is a cembrane diterpenoid that is cembra-2E,7E,11Z-trien-20,10-olide substituted by a hydroxy group at position 1 and a methoxy group at position 4. It has been isolated from the leaves of natural product found in Croton gratissimus. It has a role as a metabolite. It is a cembrane diterpenoid, a diterpene lactone, an ether, a macrocycle and a tertiary alcohol.